O=C1N(N=C(C=C1C(=O)NC[C@H](C(F)(F)F)O)C1=CC=C(C=C1)OC(F)(F)F)C=1C=NC=CC1 3-Oxo-2-(pyridin-3-yl)-N-[(2R)-3,3,3-trifluoro-2-hydroxypropyl]-6-[4-(trifluoromethoxy)phenyl]-2,3-dihydropyridazine-4-carboxamide